ClC=1C(=NC=CC1)C(C)(C)NC1=NC=C(C=N1)C=1SC=C(N1)C(=O)O 2-(2-{[1-(3-chloro(2-pyridyl))-isopropyl]amino}pyrimidin-5-yl)-1,3-thiazole-4-carboxylic acid